O=S1(CC=CC2=CC(=CC=C12)NC1=NC=C(C(=N1)N[C@H](CO)C1=CC=CC=C1)C1=NC(=NN1)C(F)(F)F)=O (2S)-2-[[2-[(1,1-dioxo-2H-thiochromen-6-yl)amino]-5-[3-(trifluoromethyl)-1H-1,2,4-triazol-5-yl]pyrimidin-4-yl]amino]-2-phenyl-ethanol